NC1=C(C=NN1C1CCCC1)C(=O)N1C[C@@]2(CCC1)C1=C(NC(O2)=O)C=CC(=C1F)Cl (R)-1'-(5-Amino-1-cyclopentyl-1H-pyrazole-4-carbonyl)-6-chloro-5-fluorospiro[benzo[d][1,3]oxazine-4,3'-piperidin]-2(1H)-one